bromonitrobenzothiadiazole BrC=1C=CC2=C(N=NS2)C1[N+](=O)[O-]